hydroxypyrrolone C1=CNC(=O)C1=O